C(C1=CC=CC=C1)OC(NC1CN(C1)CC(CF)F)=O (1-(2,3-difluoropropyl)azetidin-3-yl)carbamic acid benzyl ester